(S)-3-(5-((R)-1-acetylpyrrolidin-3-yl)-1-oxoisoindolin-2-yl)piperidine-2,6-dione C(C)(=O)N1C[C@H](CC1)C=1C=C2CN(C(C2=CC1)=O)[C@@H]1C(NC(CC1)=O)=O